NC1CN(C1)C1=CC2=C(N=C(N=C2NC(C)C=2SC(=CC2)C2=C(C=CC=C2)CN(C)C)C)C=N1 6-(3-aminoazetidin-1-yl)-N-[1-(5-{2-[(dimethylamino)methyl]phenyl}thiophen-2-yl)ethyl]-2-methylpyrido[3,4-d]pyrimidin-4-amine